isopropyl 3-[2-[3-fluoro-4-[2-oxo-2-[3-[[[(2S,3R,4R,5R)-2,3,4,5,6-pentahydroxyhexyl]amino]methyl] azetidin-1-yl]ethyl]phenoxy]ethyl]-7-azaspiro[3.5]nonane-7-carboxylate FC=1C=C(OCCC2CCC23CCN(CC3)C(=O)OC(C)C)C=CC1CC(N1CC(C1)CNC[C@@H]([C@H]([C@@H]([C@@H](CO)O)O)O)O)=O